F[C@@H]1[C@H](CNC1)NC1=CC=CC(=N1)C1=CN=C2N1C=C(C(=C2)OC)C(C)(C)O 2-(3-(6-(((3S,4S)-4-fluoropyrrolidin-3-yl)amino)pyridin-2-yl)-7-methoxyimidazo[1,2-a]pyridin-6-yl)propan-2-ol